ClC1=C(C=CC(=C1)F)C=1C(=NN(C1NC1=C(C=CC=C1)Cl)C)C 4-(2-chloro-4-fluoro-phenyl)-N-(2-chlorophenyl)-1,3-dimethyl-1H-pyrazol-5-amine